C(C1=CC=CC=C1)=NC1=CC=CC=C1 benzalaniline